2-(1-fluorocyclopropyl)-4-methyl-7,8-dihydro-6H-pyrazolo[1,5-a][1,3]diazepin-5-one FC1(CC1)C1=NN2C(N(C(CCC2)=O)C)=C1